(5S)-5-[(2R,3R)-2-(3,4,5-Trihydroxyphenyl)-3,5,7-trihydroxy-3,4-dihydro-2H-1-benzopyran-8-yl]-1-ethyl-2-pyrrolizinone OC=1C=C(C=C(C1O)O)[C@H]1OC2=C(C[C@H]1O)C(=CC(=C2C=2N1CC(C(C1=CC2)CC)=O)O)O